((3R)-8-(5-fluoro-2-(trifluoromethyl)phenoxy)-1-methyl-2-oxo-1,2,3,4-tetrahydroquinolin-3-yl)urea FC=1C=CC(=C(OC=2C=CC=C3C[C@H](C(N(C23)C)=O)NC(=O)N)C1)C(F)(F)F